C(#N)C=1C=C2C(=NC1)N=C(N2)C2(CCC2)C=2C=C1CCCN(C1=CC2)C(=O)OC(C)(C)C tert-butyl 6-(1-(6-cyano-1H-imidazo[4,5-b]pyridin-2-yl)cyclobutyl)-3,4-dihydroquinoline-1(2H)-carboxylate